N-[(4-chlorophenyl)methylene]-4-tert-butylbenzylamine ClC1=CC=C(C=C1)C=NCC1=CC=C(C=C1)C(C)(C)C